CC1=C(C=C(C(=O)OC)C=C1)[C@]1(C[C@@H]2[C@H](N(OC2(C)C)C)[C@H](C1)C)C |r| rac-methyl 4-methyl-3-((3aR,5R,7S,7aR)-1,3,3,5,7-pentamethyloctahydrobenzo[c]isoxazol-5-yl)benzoate